(1r,3r)-1-methyl-3-((5-(3-methyl-[1,2,4]triazolo[4,3-a]pyridin-6-yl)-7H-pyrrolo[2,3-d]pyrimidin-2-yl)amino)cyclobutan-1-ol CC1(CC(C1)NC=1N=CC2=C(N1)NC=C2C=2C=CC=1N(C2)C(=NN1)C)O